[O-2].[Md+3].[O-2].[O-2].[Md+3] Mendelevium(III) oxide